C[C@@H](C(=O)O)CCC |r| (2RS)-2-methyl-pentanoic acid